BrC1=CC=C(C=C1)C(=C(C1=CC=CC=C1)C1=CC=C(C=C1)O)C1=CC=CC=C1 4-(2-(4-bromophenyl)-1,2-diphenyl-vinyl)phenol